N-[(1S)-1-[[2-chloro-5-[2-(4-methylpiperazin-1-yl)-4-pyridyl]phenyl]methyl]-2-[4-(3-methylimidazol-4-yl)anilino]-2-oxo-ethyl]-2-methyl-pyrazole-3-carboxamide ClC1=C(C=C(C=C1)C1=CC(=NC=C1)N1CCN(CC1)C)C[C@@H](C(=O)NC1=CC=C(C=C1)C=1N(C=NC1)C)NC(=O)C=1N(N=CC1)C